C1(CC1)C(=O)N(C=1C=CC(=NC1)N1N=C(N=C1[C@H](C)NC(OC(C)(C)C)=O)N(C)C)C tert-Butyl {(1S)-1-[1-{5-[(cyclopropylcarbonyl)(methyl)amino]pyridin-2-yl}-3-(dimethylamino)-1H-1,2,4-triazol-5-yl]ethyl}carbamate